N-(5-((4-(1-(N,N-dimethyl-sulfamoyl)-1H-indol-3-yl)pyrimidin-2-yl)amino)-4-methoxy-2-(methyl-(2-(pyrrolidin-1-yl)ethyl)amino)phenyl)acryloylamide CN(S(=O)(=O)N1C=C(C2=CC=CC=C12)C1=NC(=NC=C1)NC=1C(=CC(=C(C1)C=CC(=O)[NH-])N(CCN1CCCC1)C)OC)C